2-methylene-5-phenyl-1,3-dioxepane C=C1OCCC(CO1)C1=CC=CC=C1